N1(CCCCC1)CC(=O)O Piperidine-acetic acid